FC(C1=NN2C(N=C(C=C2NCC2(CN(C2)C(=O)NC2CCC(CC2)C(C)(C)O)C2=CC=C(C=C2)F)C(F)(F)F)=C1)(F)F 3-(((2,5-bis(trifluoromethyl)pyrazolo[1,5-a]pyrimidin-7-yl)amino)methyl)-3-(4-fluorophenyl)-N-((1r,4r)-4-(2-hydroxypropan-2-yl)cyclohexyl)azetidine-1-carboxamide